butyl 5-{2-[2-(5-methoxyquinoline-8-sulfonamido)phenyl]ethynyl}pyridine-2-carboxylate COC1=C2C=CC=NC2=C(C=C1)S(=O)(=O)NC1=C(C=CC=C1)C#CC=1C=CC(=NC1)C(=O)OCCCC